C(C1=CC=CC=C1)N1C(C(=CC(=C1)C(=O)NC1C(C1)(F)F)C(=O)NC)=O 1-benzyl-N5-(2,2-difluorocyclopropyl)-N3-methyl-2-oxo-1,2-dihydropyridine-3,5-dicarboxamide